ClCCN1C[C@@H]2[C@H](C1)COC2 (3aR,6aS)-5-(2-chloroethyl)hexahydro-1H-furo[3,4-c]pyrrole